C(C)(=S)OCC[Si](OC)(OC)C 2-(methyldimethoxysilyl)-1-ethyl thioacetate